S1C(=NC2=C1C=CC=C2)NC(=O)C=2C=CC=C1CCN(CC21)C2=CC=C(C(=N2)C(=O)[O-])C=2C=NN(C2)CC21CC3(CC(CC(C2)C3)C1)N1CCS(CC1)(=O)=O 6-[8-(1,3-benzothiazol-2-ylcarbamoyl)-3,4-dihydroisoquinolin-2(1H)-yl]-3-(1-{[3-(1,1-dioxidothiomorpholin-4-yl)tricyclo[3.3.1.13,7]dec-1-yl]methyl}-1H-pyrazol-4-yl)picolinate